8-(2,6-difluorophenyl)-5-methyl-13-piperazin-1-yl-3,4,7,9,12-pentazatricyclo[8.4.0.02,6]tetradeca-1(10),2(6),4,7,11,13-hexaene FC1=C(C(=CC=C1)F)C1=NC=2C(=NNC2C=2C=C(N=CC2N1)N1CCNCC1)C